BrC1=C2C3(C(N(C2=CC(=C1)C(=O)OC)CC1=CC=C(C=C1)OC)=O)CC(C(C3)O)O methyl 4'-bromo-3,4-dihydroxy-1'-(4-methoxybenzyl)-2'-oxospiro[cyclopentane-1,3'-indoline]-6'-carboxylate